O1C2=C(OCC1)C=C(C=C2)N(C(CC)=O)CC2=CC=C(C(=O)NCCCCCCNC(OC(C)(C)C)=O)C=C2 tert-Butyl (6-(4-((N-(2,3-dihydrobenzo[b][1,4]dioxin-6-yl)propionamido)methyl)benzamido)hexyl)carbamate